N-(2-(4-fluorophenoxy)cyclohexyl)-4-(trifluoromethoxy)benzenesulfonamide FC1=CC=C(OC2C(CCCC2)NS(=O)(=O)C2=CC=C(C=C2)OC(F)(F)F)C=C1